tert-butyl N-[2-(6-amino-5-methyl-indazol-2-yl)ethyl]carbamate NC=1C(=CC2=CN(N=C2C1)CCNC(OC(C)(C)C)=O)C